CCC(CCC=CC)=O methylhept-5-en-2-one